NC1=NC(=CC(=N1)N1[C@@H](COCCC1)C1=C(C=C(C(=O)NC)C=C1)OC)C |r| (±)-4-(4-(2-amino-6-methylpyrimidin-4-yl)-1,4-oxazepan-3-yl)-3-methoxy-N-methylbenzamide